1,3-Bis(2,4-diamino-phenyl)propan NC1=C(C=CC(=C1)N)CCCC1=C(C=C(C=C1)N)N